(3-phenylisothiazol-5-yl)methanone C1(=CC=CC=C1)C1=NSC(=C1)C=O